C(C)(C)(C)OC(NC=1C(=C2C=C(N(C2=CC1)C)C=O)C)=O (2-FORMYL-1,4-DIMETHYL-1H-INDOL-5-YL)-CARBAMIC ACID TERT-BUTYL ESTER